3-(1,2,3,5,6,7-hexahydro-s-indacen-4-yl)-1-[(1-methyl-1H-pyrazol-4-yl)({2-oxaspiro[3.3]heptan-6-yl})sulfamoyl]urea sodium salt [Na].C1CCC2=C(C=3CCCC3C=C12)NC(NS(N(C1CC2(COC2)C1)C=1C=NN(C1)C)(=O)=O)=O